N-[2-1H-indol-3-ylethyl]-2-(methylamino)-benzamide N1C=C(C2=CC=CC=C12)CCNC(C1=C(C=CC=C1)NC)=O